ClC=1C(=NC(=NC1)NC1=C(C=C(C(=O)NCCC(=O)OCC)C=C1)OC)C=1C=NN(C1)C(C)C ethyl 3-(4-((5-chloro-4-(1-isopropyl-1H-pyrazol-4-yl)pyrimidin-2-yl)amino)-3-methoxybenzamido)propanoate